5,6,7,8-TETRAHYDROQUINOLINE-2-CARBOXYLIC ACID N1=C(C=CC=2CCCCC12)C(=O)O